1-methyl-4-(4,4,5,5-tetramethyl-1,3,2-dioxaborolan-2-yl)-1H-indazole CN1N=CC2=C(C=CC=C12)B1OC(C(O1)(C)C)(C)C